2-ethyl-2-methyl-imidazole C(C)C1(N=CC=N1)C